tert-butyl (3S)-3-fluoro-4-(3-methyl-2-oxo-1H-benzimidazol-5-yl)piperidine-1-carboxylate F[C@@H]1CN(CCC1C1=CC2=C(NC(N2C)=O)C=C1)C(=O)OC(C)(C)C